COC=1C=C(OC=2C(=NC3=CC=C(C=C3C2)Br)Cl)C=C(C1)[N+](=O)[O-] (3-methoxy-5-nitrophenoxy)-6-bromo-2-chloroquinoline